C(C)(C)(C)OC(=O)N1C[C@H](N(CC1)C1=NC=CC(=N1)C1=CC=CC=C1)C (R)-3-methyl-4-(4-phenylpyrimidin-2-yl)piperazine-1-carboxylic acid tert-butyl ester